SC(C(=O)OCCC(C)C)C(C(=O)[O-])S monoisoamyl 2,3-dimercaptosuccinate